[N+](=O)([O-])C=1C=C2C(NNC(C2=CC1)=O)=O 6-nitro-2,3-dihydrophthalazine-1,4-dione